OC1=CC=C2CCC(NC2=C1)=O 3,4-dihydro-7-hydroxy-2(1H)-quinolinone